ClC(=O)OC(CCC)(C)C 1,1-dimethylbutyl chloroformate